C1(=CC=CCC1)CC1=CC(=CC=C1)C 1-(1,3-Cyclohexadienyl-methyl)-3-methylbenzol